CC1(N([C@@H](CO1)C(=O)OC)C(=O)OC(C)(C)C)C methyl (S)-(-)-3-boc-2,2-dimethyl-4-oxazolidinecarboxylate